3-(methylthio)-N,N-dipropylaniline CSC=1C=C(N(CCC)CCC)C=CC1